CC1=C(C=C(C(=C1)O)C(C)(C)C)C(CC(C)C1=C(C=C(C(=C1)C(C)(C)C)O)C)C1=C(C=C(C(=C1)C(C)(C)C)O)C 1,1,3-tris(2-methyl-4-hydroxy-5'-tert-butylphenyl)butane